FC(C(=O)O)(F)F.CC(CC1=NC=NO1)(C)C (E)-5-(2,2-dimethylpropyl)-1,2,4-oxadiazole trifluoroacetate